3-(4-Isopropenyl-2-pyridyl)-N-[(4-methoxyphenyl)methyl]-N-methyl-4-[[5-(trifluoromethyl)-2-pyridyl]amino]benzenesulfonamide C(=C)(C)C1=CC(=NC=C1)C=1C=C(C=CC1NC1=NC=C(C=C1)C(F)(F)F)S(=O)(=O)N(C)CC1=CC=C(C=C1)OC